N-{(2S,3R)-1-(cyclopropanecarbonyl)-4,4-difluoro-2-[{2-fluoro-3'-methoxy[1,1'-biphenyl]-3-yl}methyl]pyrrolidin-3-yl}-ethanesulfonamide C1(CC1)C(=O)N1[C@H]([C@H](C(C1)(F)F)NS(=O)(=O)CC)CC=1C(=C(C=CC1)C1=CC(=CC=C1)OC)F